4-[[2-(2-Chlorophenyl)acetyl]amino]-N-(1,1-dimethylprop-2-ynyl)pyridin ClC1=C(C=CC=C1)CC(=O)NC1=CCN(C=C1)C(C#C)(C)C